N-((2S,3S)-2-(3-bromo-2-fluorobenzyl)pyrrolidin-3-yl)methanesulfonamide BrC=1C(=C(C[C@@H]2NCC[C@@H]2NS(=O)(=O)C)C=CC1)F